propan-2-yl (2S)-2-{[(S)-{[5-(6-benzamido-9H-purin-9-yl)-4-hydroxy-4,5-dihydrofuran-2-yl]methoxy}(phenoxy)phosphoryl]-amino}propanoate C(C1=CC=CC=C1)(=O)NC1=C2N=CN(C2=NC=N1)C1C(C=C(O1)CO[P@](=O)(OC1=CC=CC=C1)N[C@H](C(=O)OC(C)C)C)O